tert-butyl ((3-fluoro-5-methoxy-2'-methyl-3'-(4,4,5,5-tetramethyl-1,3,2-dioxaborolan-2-yl)-[1,1'-biphenyl]-4-yl)methyl)carbamate FC=1C=C(C=C(C1CNC(OC(C)(C)C)=O)OC)C1=C(C(=CC=C1)B1OC(C(O1)(C)C)(C)C)C